COC=1C(=NC=CC1)[C@@H]1[C@H](O[C@]([C@@H]1C)(C(F)(F)F)C)C(=O)NC1=CC(=NC=C1)C(=O)N (2s,3R,4R,5R)-4-[[3-(3-methoxy-2-pyridyl)-4,5-dimethyl-5-(trifluoromethyl)tetrahydrofuran-2-carbonyl]amino]pyridine-2-carboxamide